(12AR)-9-bromo-8-iodo-10-methyl-6-oxo-3,4,12,12a-tetrahydro-6H-pyrazino[2,1-c][1,4]benzooxazepine-2(1H)-carboxylic acid tert-butyl ester C(C)(C)(C)OC(=O)N1C[C@@H]2COC3=C(C(N2CC1)=O)C=C(C(=C3C)Br)I